4-[3-[2,6-dichloro-4-(5,9-dioxa-2-azaspiro[3.5]nonan-2-yl)benzoyl]-2,4-dihydro-1,3-benzoxazine-8-yl]-5-fluoro-2-(3-oxa-8-azabicyclo[3.2.1]octan-8-yl)benzoic acid ClC1=C(C(=O)N2COC3=C(C2)C=CC=C3C3=CC(=C(C(=O)O)C=C3F)N3C2COCC3CC2)C(=CC(=C1)N1CC2(C1)OCCCO2)Cl